NC1=CC=C2CCC2=C1 4-aminobicyclo[4.2.0]oct-1,3,5-triene